C(N)(=O)[C@H]1N(CSC1)C(=O)OC(C)(C)C tert-Butyl (R)-4-carbamoylthiazolidine-3-carboxylate